O1C(=CC=C1)C(=O)O 2R-Furanoic acid